3-((4,4-dimethylcyclohexyl)oxy)-N-(1-(2-(methyl(2-(p-tolyloxy)ethyl)amino)-2-oxoethyl)-1H-pyrazol-4-yl)propanamide hydrochloride Cl.CC1(CCC(CC1)OCCC(=O)NC=1C=NN(C1)CC(=O)N(CCOC1=CC=C(C=C1)C)C)C